(R,R)-trans-(3-((4-(aminomethyl)-6-(trifluoromethyl)pyridin-2-yl)oxy)phenyl)(3-fluoro-4-hydroxypyrrolidin-1-yl)methanone, hydrochloride salt Cl.NCC1=CC(=NC(=C1)C(F)(F)F)OC=1C=C(C=CC1)C(=O)N1C[C@H]([C@@H](C1)O)F